(2'-(4,5-Dimethyl-1H-imidazol-2-yl)-3,4'-bipyridin-5-yl)(pyrrolidin-1-yl)methanon CC=1N=C(NC1C)C1=NC=CC(=C1)C=1C=NC=C(C1)C(=O)N1CCCC1